C(#N)C(C(=O)OCCOCCOCCOC1=CC=C(C=C1)C1=NC(=NC(=N1)C1=C(C=C(C=C1)OCC(CCCC)CC)O)C1=C(C=C(C=C1)OCC(CCCC)CC)O)=C(C1=CC=CC=C1)C1=CC=CC=C1 2-[2-[2-[4-[4,6-bis[4-(2-ethylhexoxy)-2-hydroxy-phenyl]-1,3,5-triazin-2-yl]phenoxy]ethoxy]ethoxy]ethyl 2-cyano-3,3-diphenyl-prop-2-enoate